carbamimidoyl-carbamic acid 3-[6-(3-chloro-3-fluoroazetidin-1-yl)-5-fluoropyridin-3-yl]-2-fluorobenzyl ester ClC1(CN(C1)C1=C(C=C(C=N1)C=1C(=C(COC(NC(N)=N)=O)C=CC1)F)F)F